ClC=1C(=NC(=NC1)NC1CCC(CC1)N)C1=CN=C2N1C=C(C=C2)C2=CC=NC=C2 (1r,4r)-N1-(5-Chloro-4-(6-(pyridin-4-yl)imidazo[1,2-a]pyridin-3-yl)pyrimidin-2-yl)cyclohexane-1,4-diamine